8-fluoro-4H-pyrrolo[3,2,1-ij]quinoline FC=1C=C2C=CCN3C2=C(C1)C=C3